2-Chloro-N-(5-chloro-2-(1H-tetrazol-1-yl)phenyl)acetamide ClCC(=O)NC1=C(C=CC(=C1)Cl)N1N=NN=C1